C1(CC1)C=1C=NN(C1CO[C@H]1[C@@H]2CN([C@H](C1)C2)C=2C=CC=NC2)C2=C(C=CC=C2Cl)Cl 5-[(1S,4S,5R)-5-{[4-Cyclopropyl-1-(2,6-dichlorophenyl)-1H-pyrazol-5-yl]methoxy}-2-azabicyclo[2.2.1]heptan-2-yl]pyridin